2,2,2-Trichloroethyl(2-(trifluoromethyl)-6,7-dihydro-5H-cyclopenta[b]pyridin-4-yl)carbamate ClC(COC(NC1=C2C(=NC(=C1)C(F)(F)F)CCC2)=O)(Cl)Cl